5-fluoro-N-(2-fluoro-4-(4-ethylpiperazin-1-yl)phenyl)-4-(1-isopropyl-1H-pyrazol-4-yl)pyrimidin-2-amine FC=1C(=NC(=NC1)NC1=C(C=C(C=C1)N1CCN(CC1)CC)F)C=1C=NN(C1)C(C)C